C1(C=2C(C(N1CCCCCO)=O)=CC=CC2)=O ε-phthalimidopentanol